2-([1,1':3',1''-terphenyl]-5'-ylthio)-3-chloroaniline C1(=CC=CC=C1)C1=CC(=CC(=C1)SC1=C(N)C=CC=C1Cl)C1=CC=CC=C1